C(C)(C)(C)OC(=O)N1CCC2(C(N(C=N2)C2=CC=C(C=C2)C)=O)CC1 4-oxo-3-(p-tolyl)-1,3,8-triazaspiro[4.5]dec-1-en-8-carboxylic acid tert-butyl ester